C(C)SC1=NC(N(C(N1CC1=C(C=C(C(=C1)F)F)F)=O)CC1=NN(C=N1)C)=O 6-ethylthio-3-[(1-methyl-1H-1,2,4-triazole-3-yl)methyl]-1-(2,4,5-trifluoro-benzyl)-1,3,5-triazine-2,4(1H,3H)-dione